FC1=C2C(NC(=NC2=CC(=C1)OCC1CCN(CC1)C1CC(C1)COC1=CC=C(C=C1)NC(OC(C)(C)C)=O)CSC1CCOCC1)=O tert-butyl (4-((3-(4-(((5-fluoro-4-oxo-2-(((tetrahydro-2H-pyran-4-yl)thio)methyl)-3,4-dihydroquinazolin-7-yl)oxy)methyl)piperidin-1-yl)cyclobutyl)methoxy)phenyl)carbamate